FC(C1=NNC(=N1)C=1N=C(C=2N(C1)C=CN2)CC2=CC(=CC=C2)F)F 6-(3-(difluoromethyl)-1H-1,2,4-triazol-5-yl)-8-(3-fluorobenzyl)imidazo[1,2-a]pyrazine